4-[2-[4-[2-(2-azaspiro[3.3]heptan-6-yl)ethynyl]phenoxy]-5-(1-hydroxy-1-methyl-ethyl)phenyl]-6-methyl-1H-pyrrolo[2,3-c]pyridin-7-one C1NCC12CC(C2)C#CC2=CC=C(OC1=C(C=C(C=C1)C(C)(C)O)C=1C3=C(C(N(C1)C)=O)NC=C3)C=C2